C1(CC=CC1)C(=O)OCCCCC1OB(OC1)C1=CC=C(C=C1)B1OCC(O1)CCCCOC(=O)C1CC=CC1 (1,4-phenylenebis(1,3,2-dioxaborolane-2,4-diyl))bis(butane-4,1-diyl) bis(cyclopent-3-ene-1-carboxylate)